CC(C(=O)[O-])(C)C1=CC=C(C=C1)[N+](=O)[O-] 2-Methyl-2-(4-nitrophenyl)propanoate